C1(CCCCC1)CCC(=O)OC(CSCCCCCC(CCCCCSCC(CCCCCC)OC(CCC1CCCCC1)=O)OC(CBr)OCC)CCCCCC ((6-(2-Bromo-1-ethoxyethoxy)undecane-1,11-diyl)bis(sulfanediyl))bis(octane-1,2-diyl) bis(3-cyclohexylpropanoate)